ClC1=C(C(=CC=C1)C)N1C=NC2=C(C1=O)SC(=N2)NC2=CC(=C(C=C2)C)F 6-(2-chloro-6-methylphenyl)-2-((3-fluoro-4-methyl-phenyl)amino)thiazolo[4,5-d]pyrimidin-7(6H)-one